1,3-bis(aminomethyl)cyclohexan NCC1CC(CCC1)CN